[Zn].[Al].[Zn].[Al] aluminum-zinc-aluminum-zinc